C1(CC1)C1=CC(=NN1)NC1=NC(=NC=C1)N1C2CCCC(C1)(C2)CO [6-[4-[(5-Cyclopropyl-1H-pyrazol-3-yl)amino]pyrimidin-2-yl]-6-azabicyclo[3.2.1]octan-1-yl]methanol